C(COC(CCCCCCCCCCCCCCC)O)O ethyleneoxy-cetyl alcohol